C(C)(=O)[C@@]([C@]([C@@]([C@](C(=O)S)(O)C(C)=O)(O)C(C)=O)(O)C(C)=O)(O)CO tetraacetyl-sulfhydryl-glucose